2,5-DIMETHOXY-4-CHLOROAMPHETAMINE COC1=C(CC(N)C)C=C(C(=C1)Cl)OC